NCC1=CC=C(C=C1)NC(=O)C1=CC2=C(OCCC3=C2SC=C3)C=C1C=1C(=NC(=CC1)C(NC1=CC(=CC=C1)Cl)=O)C(=O)OC methyl 3-(9-((4-(aminomethyl)phenyl)carbamoyl)-4,5-dihydrobenzo[b]thieno[2,3-d]oxepin-8-yl)-6-((3-chlorophenyl)carbamoyl)picolinate